C1(=CC(=CC=C1)OC1=C2CC[C@@H](C2=CC=C1[N+](=O)[O-])OP(=O)(N1CC1)N1CC1)C1=CC=CC=C1 Di(aziridin-1-yl)phosphinic acid (S)-4-([1,1'-biphenyl]-3-yloxy)-5-nitro-2,3-dihydro-1H-inden-1-yl ester